FC1CCC(CC1)=O 4-Fluorocyclohexan-1-one